(S)-3-(2-amino-[1,2,4]triazolo[1,5-a]pyridin-7-yl)-N-(3-(4-chlorophenyl)-3-hydroxypropyl)-2-fluoro-6-methylbenzamide NC1=NN2C(C=C(C=C2)C=2C(=C(C(=O)NCC[C@H](O)C3=CC=C(C=C3)Cl)C(=CC2)C)F)=N1